ClC=1C=C(C=C(C1)Cl)C1=NC(=CC(=C1)CO)OC=1C=NC(=NC1)S(=O)C (2-(3,5-dichlorophenyl)-6-((2-(methylsulfinyl)pyrimidin-5-yl)oxy)pyridin-4-yl)methanol